methyl-(R)-4-chloro-6-(3-methylmorpholino)pyridazine-3-carbaldehyde CC=1C(=C(N=NC1N1[C@@H](COCC1)C)C=O)Cl